CC1=CC(=NC=C1C=1C=2N(C3=CC(=NC=C3C1)NC)C=CN2)[C@@H](CCC)O (R)-1-(4-methyl-5-(8-(methylamino)imidazo[1,2-a][1,6]naphthyridin-4-yl)pyridin-2-yl)butan-1-ol